2-(4-(4-acryl-1-piperazinyl)-7-chloro-1-phenyl-6-phthalazinyl)-3-fluorophenol C(=O)(C=C)N1CCN(CC1)C1=NN=C(C2=CC(=C(C=C12)C1=C(C=CC=C1F)O)Cl)C1=CC=CC=C1